C1(CC1)C1=CC=2N=C(N=C(C2N=C1)N[C@H](CC(=O)NC)CC(C)C)N1CC2(CN(C2)C(C=C)=O)CC1 (3S)-3-((7-cyclopropyl-2-(2-(2-propenoyl)-2,6-diazaspiro[3.4]octan-6-yl)pyrido[3,2-d]pyrimidin-4-yl)amino)-N,5-dimethyl-hexanamide